CC1=C(C2=CC=CC=C2C=C1)C(=O)C1=C(C=CC2=CC=CC=C12)C BETA-METHYLNAPHThYLKETONE